C1(CC1)N(C)CCC1=CC=CC2=CC=C(C=C12)OC N-cyclopropyl-N-methyl-[2-(7-methoxy-1-naphthyl)ethyl]amine